2-cyclopropyl-6-methyl-N-{3-[(1S,2R)-2-(4-methyl-1,2,4-triazol-3-yl)cyclopropyl]phenyl}pyrimidine-4-carboxamide C1(CC1)C1=NC(=CC(=N1)C(=O)NC1=CC(=CC=C1)[C@@H]1[C@@H](C1)C1=NN=CN1C)C